2-[6-(1,1-Difluoropropyl)pyridin-3-yl]-5-[({1-[2-fluoro-4-(trifluoromethyl)phenyl]cyclopropyl}carbonyl)amino]-3-methylbenzoic acid FC(CC)(F)C1=CC=C(C=N1)C1=C(C(=O)O)C=C(C=C1C)NC(=O)C1(CC1)C1=C(C=C(C=C1)C(F)(F)F)F